NC1=NN(C2=NC(=CN=C21)C2CC2)CC2CC(C2)O 3-[(3-amino-6-cyclopropyl-1H-pyrazolo[3,4-b]pyrazin-1-yl)methyl]cyclobutan-1-ol